C(C)OC(NC=1C=C(C=C2C(=C(NC12)C)C(C)=O)C=1SC=CN1)=O (3-acetyl-2-methyl-5-(thiazol-2-yl)-1H-indol-7-yl)carbamic acid ethyl ester